C(C)C=1C(NC=2C=C(C=C3C2C1CCO3)C=C)=O 4-ethyl-8-vinyl-2,3-dihydropyrano[4,3,2-de]quinolin-5(6H)-one